C(C)N(C(C)C)CC=1C=C(C(=O)OC)C=CC1C1=CC(=NC=C1F)OC methyl 3-((ethyl(isopropyl)amino)methyl)-4-(5-fluoro-2-methoxypyridin-4-yl)benzoate